C12C(C3CC(CC(C1)C3)C2)=C(C2=C(C(=C(/C=C/C3=CC(CC(C3)(C)C)=C(C#N)C#N)C=C2)O)Cl)OC 2-(3-((E)-4-(((1r,3r,5R,7S)-adamantan-2-ylidene)(methoxy)methyl)-3-chloro-2-hydroxystyryl)-5,5-dimethylcyclohex-2-en-1-ylidene)malononitrile